N1(C=NC=C1)C1=CC=C(C2=NSN=C21)N2C=NC=C2 4,7-bis(1H-imidazol-1-yl)-2,1,3-benzothiadiazole